3-benzyl 8-tert-butyl 1-[(cyclopropyloxy)methyl]-3,8-diazabicyclo[3.2.1]octane-3,8-dicarboxylate C1(CC1)OCC12CN(CC(CC1)N2C(=O)OC(C)(C)C)C(=O)OCC2=CC=CC=C2